2-(4,4-difluoroazepan-1-yl)-N-(3-sulfamoylphenyl)-6,7-dihydro-5H-cyclopenta[b]pyridine-3-carboxamide FC1(CCN(CCC1)C1=C(C=C2C(=N1)CCC2)C(=O)NC2=CC(=CC=C2)S(N)(=O)=O)F